O=C1N(CCCCC1)CC(=O)[O-] Hexahydro-2-oxo-azepine-1-acetate